4-pyridinylcyclohexanecarboxamide N1=C(C=CC=C1)C1CCC(CC1)C(=O)N